[Si](C1=CC=CC=C1)(C1=CC=CC=C1)(C(C)(C)C)CCOCCO 2-(2-tert-butyldiphenylsilylethoxy)ethanol